C(C)OC1=C(C=C2C=CN=C(C2=C1)OC[C@H]1NC([C@@](C1)(CF)F)=O)C(=O)N 7-ethoxy-1-{[(2S,4S)-4-fluoro-4-(fluoromethyl)-5-oxopyrrolidin-2-yl]methoxy}isoquinoline-6-carboxamide